5-(2-Aminoethoxy)-N-(1-(7-methoxyquinolin-5-yl)cyclopropyl)-2-methylbenzamide NCCOC=1C=CC(=C(C(=O)NC2(CC2)C2=C3C=CC=NC3=CC(=C2)OC)C1)C